C(C)(C)OC(C1=CC=C(C=C1)C)=O isopropyl-4-methylbenzoate